5-butyl-N-(pyridin-2-yl)picolinamide C(CCC)C=1C=CC(=NC1)C(=O)NC1=NC=CC=C1